C(CCCCCCCCCCC)NC(CCC(=O)NCCCCN(CCCC)CCCC)=O N-dodecyl-N'-[4-(dibutylamino)butyl]-succinic acid diamide